2-(1-(tert-butoxycarbonyl)azepan-4-yl)acetic acid C(C)(C)(C)OC(=O)N1CCC(CCC1)CC(=O)O